C1(CCC1)C=1C(=C(C(=O)N)C=C(C1)C1=NN=C(N1)OC)C cyclobutyl-5-(5-methoxy-4H-1,2,4-triazol-3-yl)-2-methylbenzamide